6,7-dimethyl-9-[4-(trifluoromethyl)phenyl]-9H-carbazole-3-carboxamide CC=1C=C2C=3C=C(C=CC3N(C2=CC1C)C1=CC=C(C=C1)C(F)(F)F)C(=O)N